ClC1=CC=C2C(=N1)N(C(=C2)CO)CC2CC2 (6-Chloro-1-(cyclopropylmethyl)-1H-pyrrolo[2,3-b]pyridin-2-yl)methanol